(3-{[2-(4-Bromophenyl)imidazo[1,2-a]pyridin-3-yl]methyl}-3,8-diazabicyclo[3.2.1]oct-8-yl)(3-methoxyphenyl)methanone BrC1=CC=C(C=C1)C=1N=C2N(C=CC=C2)C1CN1CC2CCC(C1)N2C(=O)C2=CC(=CC=C2)OC